O=C1NC(CC[C@H]1NC(=O)C1=NC=C(C=C1)N1CCC(CC1)C=O)=O (R)-N-(2,6-dioxopiperidin-3-yl)-5-(4-formylpiperidin-1-yl)pyridinecarboxamide